5-Chloro-6-(2,6-difluoro-4-(((1R,5s,6R)-3-methyl-3-azabicyclo[3.1.0]hex-6-yl)methoxy)phenyl)-N-((R)-3-methylbut-2-yl)-[1,2,4]triazolo[1,5-a]pyrimidin-7-amine ClC1=NC=2N(C(=C1C1=C(C=C(C=C1F)OCC1[C@H]3CN(C[C@@H]13)C)F)N[C@H](C)C(C)C)N=CN2